N-allyl-5-amino-2-chloro-N-(2-cyano-4-fluorophenyl)benzamide C(C=C)N(C(C1=C(C=CC(=C1)N)Cl)=O)C1=C(C=C(C=C1)F)C#N